3-(1-amino-1,3-dihydrospiro[indene-2,4'-piperidine]-1'-yl)-6-(2,3-dichlorophenyl)-5-methylpyrazine-2-propanoic acid NC1C2=CC=CC=C2CC12CCN(CC2)C=2C(=NC(=C(N2)C)C2=C(C(=CC=C2)Cl)Cl)CCC(=O)O